C(C)OC(=O)C=1C=NN(C1C=1C(=NC(=CC1)NCC)F)C1CC1 1-cyclopropyl-5-[6-(ethylamino)-2-fluoropyridin-3-yl]pyrazole-4-carboxylic acid ethyl ester